C(#N)[C@H]1N([C@H]2C[C@H]2C1)C(CC1=NC2=CC(=CC=C2C(=C1)C(=O)N)C1(CC1)OCC)=O (2-((1S,3S,5S)-3-cyano-2-azabicyclo[3.1.0]hex-2-yl)-2-oxoethyl)-7-(1-ethoxycyclopropyl)quinoline-4-carboxamide